diallyl trans-fumarate (diallyl fumarate) C(C=C)\C(=C(/C(=O)O)\CC=C)\C(=O)O.C(\C=C\C(=O)OCC=C)(=O)OCC=C